(2,4-cyclopentadien-1-yl)((1-methylethyl)benzene) iron (II) hexafluoroantimonate F[Sb-](F)(F)(F)(F)F.[Fe+2].C1(C=CC=C1)C1=C(C=CC=C1)C(C)C.F[Sb-](F)(F)(F)(F)F